ClC=1C(=NC(=NC1)N(C1=CC=C(C=C1)C1=CC=C2C(=NN(C2=C1)C)C1CNCCC1)C)NC=1C=C2CC(N(C2=CC1)C)=O 3-(6-(4-((5-chloro-4-((1-methyl-2-oxoindolin-5-yl)amino)pyrimidin-2-yl)(methyl)amino)phenyl)-1-methyl-1H-indazol-3-yl)piperidine